2-(benzo[d][1,3]dioxol-5-yloxy)-N-(3,5-dimethyl-1H-pyrazol-4-yl)-N-(thiophen-2-ylmethyl)acetamide O1COC2=C1C=CC(=C2)OCC(=O)N(CC=2SC=CC2)C=2C(=NNC2C)C